Prop-2-yn-1-yl 1-(naphthalen-2-yl)spiro[3.3]heptane-2-carboxylate C1=C(C=CC2=CC=CC=C12)C1C(CC12CCC2)C(=O)OCC#C